tert-butyl (hydroxy-methoxyphenyl)carbamate OC=1C(=C(C=CC1)NC(OC(C)(C)C)=O)OC